C(C)(C)(C)OC(=O)N[C@@H]1CC[C@H](N1)C(=O)O (2S,5r)-5-{[(tert-butoxy)carbonyl]amino}pyrrolidine-2-carboxylic acid